OCC1C(C(C(CO1)O)O)O 6-(hydroxy-methyl)tetrahydro-2H-pyran-3,4,5-triol